6-benzyloxy-2-phenyl-1-[4-(2-piperazin-1-ylethoxy)phenyl]-3,4-dihydro-1H-isoquinoline C(C1=CC=CC=C1)OC=1C=C2CCN(C(C2=CC1)C1=CC=C(C=C1)OCCN1CCNCC1)C1=CC=CC=C1